[Si](C)(C)(C(C)(C)C)ON(C1=CC=CC=C1[N+](=O)[O-])C ((tert-butyldimethylsilyl)oxy)-N-methyl-6-nitroaniline